C(C)(C)C1=C(NC2=CC=C(C=C12)C1CCN(CC1)CC(=O)N)C=1C=C2C=CC=NC2=C(C1)C 2-(4-(3-isopropyl-2-(8-methylquinolin-6-yl)-1H-indol-5-yl)piperidin-1-yl)acetamide